5-(5-hydroxypentyl)carbonyloxypentanoic acid OCCCCCC(=O)OCCCCC(=O)O